NC1=NC=CC2=C1C(=NN2C)C2=CC(=C(C=C2)NS(=O)(=O)C(F)F)O[C@@H](C)C2=CC=C(C=C2)F N-(4-{4-amino-1-methyl-1H-pyrazolo[4,3-c]pyridin-3-yl}-2-[(1S)-1-(4-fluorophenyl)ethoxy]phenyl)-1,1-difluoromethanesulfonamide